tert-Butyl N-{4-[4-({4-[(2-aminophenyl)amino]-5-chloropyrimidin-2-yl}amino)pyridin-2-yl]but-3-yn-1-yl}carbamate NC1=C(C=CC=C1)NC1=NC(=NC=C1Cl)NC1=CC(=NC=C1)C#CCCNC(OC(C)(C)C)=O